(4-((5-fluoro-4-(3-(2-methoxypyridin-3-yl)phenyl)pyrimidin-2-yl)amino)cyclohexyl)carbamate FC=1C(=NC(=NC1)NC1CCC(CC1)NC([O-])=O)C1=CC(=CC=C1)C=1C(=NC=CC1)OC